methyl 5-(8-(6-acetyl-3-(tetrahydro-2H-pyran-4-yl)-4,5,6,7-tetrahydro-2H-pyrazolo[3,4-c]pyridin-2-yl)isoquinolin-3-yl)picolinate C(C)(=O)N1CC=2C(CC1)=C(N(N2)C=2C=CC=C1C=C(N=CC21)C=2C=CC(=NC2)C(=O)OC)C2CCOCC2